1-(3-((4-((3',4'-difluoro-4-methoxy-[1,1'-biphenyl]-3-yl)amino)-7-methoxy-quinazolin-6-yl)oxy)azetidin-1-yl)prop-2-en-1-one FC=1C=C(C=CC1F)C1=CC(=C(C=C1)OC)NC1=NC=NC2=CC(=C(C=C12)OC1CN(C1)C(C=C)=O)OC